1-((7-azaspiro[4.5]decan-10-yl)methyl)-4-phenyl-5,6-dihydropyridin C1CCCC12CNCCC2CN2CC=C(CC2)C2=CC=CC=C2